FC1=C(C=CC(=C1F)C=1C(=NN(C1)CCN1C(C=CC=C1)=O)C)B(O)O [2,3-difluoro-4-[3-methyl-1-[2-(2-oxo-1-pyridyl)ethyl]pyrazol-4-yl]phenyl]boronic acid